COC1=CC=C(C=C1)C=CC(=O)N1C(OCC1([2H])[2H])=O 3-(3-(4-methoxyphenyl)acryloyl)oxazolidin-2-one-4,4-d2